NC=1C=CC(=NC1C)C1=CN(C2=C(C=CC=C12)C(=O)NC)COCC[Si](C)(C)C 3-(5-amino-6-methylpyridin-2-yl)-N-methyl-1-[[2-(trimethylsilyl)ethoxy]methyl]indole-7-carboxamide